6-(2-(2,2-difluoropropoxy)pyrimidin-5-yl)-2-((2-ethylthiazol-5-yl)methyl)pyridazine-3(2H)-one FC(COC1=NC=C(C=N1)C=1C=CC(N(N1)CC1=CN=C(S1)CC)=O)(C)F